ClC1=CC=C2CC[C@]3(C2=C1)[C@@H](C3)C(=O)N |r| rac-(1R,2R)-6'-chloro-2',3'-dihydrospiro[cyclopropane-1,1'-indene]-2-carboxamide